C[C@H]1C[C@H]2[C@@H](NC1)C1=C(O2)C=C(C=C1)C(F)(F)F (3S,4aS,9bS)-3-methyl-7-(trifluoromethyl)-1,2,3,4,4a,9b-hexahydrobenzofuro[3,2-b]pyridine